CC=1C(=C(C(=O)C2=CC=CC=C2)C=CC1OC)C dimethyl-4-methoxy-benzophenone